BrC1=C(C=CC=C1)C1=CC=C(C=C1)C 2-bromo-4'-methyl-biphenyl